2-methyl-6-(4,4,5,5-tetramethyl-1,3,2-dioxaborolan-2-yl)-1,4-dihydroisoquinolin-3(2H)-one CN1CC2=CC=C(C=C2CC1=O)B1OC(C(O1)(C)C)(C)C